CC1(C(C(=C2N1C1=CC=CC=C1C=C2)S(=O)(=O)C=2C=C(C)C=CC2)=O)C 1,1-dimethyl-3-(m-toluenesulfonyl)pyrrolo[1,2-a]quinolin-2(1H)-one